C(C)(C)(C)C=1C(C(=CCC1)C(C)(C)C)=O 2,6-di-tert-butyl-cyclohexa-2,5-dien-1-one